C(C)C1CCN=C2N1C(N(C1=C2N=CC(=C1)N1CCOCC1)CC1=CC=C(C=C1)OC)=O 8-ethyl-5-(4-methoxybenzyl)-3-(morpholin-4-yl)-5,8,9,10-tetrahydro-6H-pyrido[2,3-e]pyrimido[1,2-c]pyrimidin-6-one